C1(=CC=CC=C1)C=C1C(OC=C1)=O phenylmethylenefuranone